FC1=C(C=CC(=C1)OC(F)(F)F)[C@@H]1[C@H](C1)B1OC(C(O1)(C)C)(C)C |r| racemic-2-((1S,2S)-2-(2-fluoro-4-(trifluoromethoxy)phenyl)cyclopropyl)-4,4,5,5-tetramethyl-1,3,2-dioxaborolane